cis-3-(4-(methoxycarbonyl)phenyl)-1-methylcycloheptane-1-carboxylic acid COC(=O)C1=CC=C(C=C1)[C@@H]1C[C@@](CCCC1)(C(=O)O)C